O1COC2=C1C=CC(=C2)NS(=O)(=O)C=2C=C(C(=O)NC1=C(C=CC=C1)C)C=CC2 3-(N-(benzo[d][1,3]dioxol-5-yl)sulfamoyl)-N-(o-tolyl)benzamide